2-Fluoro-5-(3-formylpyridin-2-yl)-N-((6-(methoxymethyl)pyridin-3-yl)methyl)benzamide FC1=C(C(=O)NCC=2C=NC(=CC2)COC)C=C(C=C1)C1=NC=CC=C1C=O